(S)-4-(2-(2-(((cyclopropylmethyl)phenyl)amino)-2-oxoacetamido)-3-phenylpropionamido)benzoic acid C1(CC1)CC1=C(C=CC=C1)NC(C(=O)N[C@H](C(=O)NC1=CC=C(C(=O)O)C=C1)CC1=CC=CC=C1)=O